1-(5-amino-2-methoxypyridin-4-yl)ethan-1-one NC=1C(=CC(=NC1)OC)C(C)=O